CN(C(CN1CCC(CC1)C=1C=C2C(=C(NC2=CC1)C=1C=C(C=2N(C1)C=C(N2)C(=O)N(C)CCO)C)C(C)C)=O)C 6-(5-(1-(2-(dimethylamino)-2-oxoethyl)piperidin-4-yl)-3-isopropyl-1H-indol-2-yl)-N-(2-hydroxyethyl)-N,8-dimethylimidazo[1,2-a]pyridine-2-carboxamide